C(C=C)(=O)N1[C@@H]2CN([C@@H]2CC1)C1=C(C(=NC2=CC(=CC=C12)C1=CC=CC2=CC=C(C(=C12)Cl)F)OC[C@H]1N(CCC1)C)CC#N 4-((1R,5R)-2-acryloyl-2,6-diazabicyclo[3.2.0]hept-6-yl)-7-(8-chloro-7-fluoronaphthalen-1-yl)-2-(((S)-1-methylpyrrolidin-2-yl)methoxy)quinoline-3-acetonitrile